Methyl (2S,4R)-1-[(2-chlorophenyl)methyl]-4-hydroxypyrrolidine-2-carboxylate ClC1=C(C=CC=C1)CN1[C@@H](C[C@H](C1)O)C(=O)OC